2-(((R)-1-(3-cyano-2-(((R)-1-cyclopropyl-2,2,2-trifluoroethyl)amino)-7-methyl-4-oxo-4H-pyrido[1,2-a]pyrimidin-9-yl)ethyl)amino)benzoic acid C(#N)C1=C(N=C2N(C1=O)C=C(C=C2[C@@H](C)NC2=C(C(=O)O)C=CC=C2)C)N[C@@H](C(F)(F)F)C2CC2